C(C)(C)(C)OC(C(CCN1OCC2C1C(CN2C(=O)OC(C)(C)C)(F)F)(C)C)=O tert-butyl 1-(4-(tert-butoxy)-3,3-dimethyl-4-oxobutyl)-6,6-difluorotetrahydro-1H-pyrrolo[3,2-c]isoxazol-4(5H)-carboxylate